4-isopropyl-2-((1S*,2S*)-2-methylcyclopentyl)isoquinolin-1(2H)-one C(C)(C)C1=CN(C(C2=CC=CC=C12)=O)[C@@H]1[C@H](CCC1)C |o1:14,15|